C1(CC1)C1=C(C(=NO1)C1=C(C=CC=C1)OC(F)(F)F)COC1CC2CCC(C1)N2C=2SC1=C(N2)C(=CC=C1)F 2-(3-((5-cyclopropyl-3-(2-(trifluoromethoxy)Phenyl)isoxazol-4-yl)methoxy)-8-azabicyclo[3.2.1]Octane-8-yl)-4-fluorobenzo[d]Thiazole